C12C(CC(CC1)C[Si](OCC)(OCC)OCC)O2 4-epoxycyclohexylmethyltriethoxysilane